CC1N(CCNC1=O)S(=O)(=O)C1=CC=C(C=C1)NC(NCC=1C=NC=CC1)=O 3-[4-(2-methyl-3-oxopiperazine-1-sulfonyl)phenyl]-1-(pyridin-3-ylmethyl)urea